but-2-enamide formate salt C(=O)O.C(C=CC)(=O)N